(2R)-2-(4-(2-(aminomethyl)-4-oxo-3,4-dihydroquinazolin-7-yl)-1-methyl-1H-pyrazol-5-yl)-4-chloro-6-cyclopropoxy-3-fluorobenzonitrile NCC1=NC2=CC(=CC=C2C(N1)=O)C=1C=NN(C1C1=C(C#N)C(=CC(=C1F)Cl)OC1CC1)C